(3S)-1-[2-(4-fluorophenyl)-3-(pyridin-4-yl)-3H-imidazo[4,5-b]pyridin-5-yl]-3-(methoxymethyl)piperazine formic acid salt C(=O)O.FC1=CC=C(C=C1)C1=NC=2C(=NC(=CC2)N2C[C@H](NCC2)COC)N1C1=CC=NC=C1